8-Bromo-1-(tetrahydro-2H-pyran-4-yl)-1,2,3,4-tetrahydropyrido[3,4-b]pyrazine BrC1=CN=CC=2NCCN(C21)C2CCOCC2